3-(3-(3,5-dimethylpyrazol-4-yl)-1H-pyrazolo[3,4-b]pyrazin-6-yl)-4-methylpiperidin-4-amine CC1=NNC(=C1C1=NNC2=NC(=CN=C21)C2CNCCC2(N)C)C